C(C)(=O)O.C(C)(=O)N(CCN(C(C)=O)C(C)=O)C(C)=O Tetra-Acetyl-ethylene-diamine acetate